COC(=O)C1=CC=C2\C(\C(N(C2=C1)C(C)=O)=O)=C(\C1=CC=CC=C1)/OC (E)-1-acetyl-3-(methoxy(phenyl)methylene)-2-oxoindoline-6-carboxylic acid methyl ester